5-[2-[(2S)-2-methylazetidin-1-yl]-6,7-dihydro-5H-cyclopenta[d]pyrimidin-4-yl]indolin-2-one C[C@@H]1N(CC1)C=1N=C(C2=C(N1)CCC2)C=2C=C1CC(NC1=CC2)=O